1,1,1,3,3,3-hexafluoro-2,2-bis[4-(4-aminophenoxy)phenyl]propane FC(C(C(F)(F)F)(C1=CC=C(C=C1)OC1=CC=C(C=C1)N)C1=CC=C(C=C1)OC1=CC=C(C=C1)N)(F)F